OC(CCN1N=C2C=C(C(=CC2=C1)NC(=O)C1=[N+](C(=CC=C1)C)[O-])OC)(C)C 2-((2-(3-hydroxy-3-methylbutyl)-6-methoxy-2H-indazol-5-yl)carbamoyl)-6-methylpyridine 1-oxide